N1C=C(C2=CC=CC=C12)C[C@@H](C)NCC(C[Si](C1=CC=CC=C1)(C1=CC=CC=C1)C(C)(C)C)(F)F (R)-N-(1-(1H-indol-3-yl)propan-2-yl)-3-(tert-butyldiphenylsilyl)-2,2-difluoropropan-1-amine